ClC1=C(C=NN1[C@@H]1[C@H](CN(CC1)C1COC1)F)NC=1C=C(C2=C(N1)NC=C2C(F)(F)F)NC N6-(5-Chloro-1-((3S,4S)-3-fluoro-1-(oxetan-3-yl)piperidin-4-yl)-1H-pyrazol-4-yl)-N4-methyl-3-(trifluoromethyl)-1H-pyrrolo[2,3-b]pyridin-4,6-diamin